OCC=1C(=CC=NC1)C 5-(hydroxymethyl)-4-methylpyridine